CN(C=1C=C(C=CC1)C(C#CC=1C2=C(C(N(C1)C)=O)NC(=C2C(=O)OCC)C)(C(F)(F)F)O)C ethyl 4-[3-[3-(dimethylamino)phenyl]-4,4,4-trifluoro-3-hydroxy-but-1-ynyl]-2,6-dimethyl-7-oxo-1H-pyrrolo[2,3-c]pyridine-3-carboxylate